(S)-N-(3-cyclobutylpyrazolo[1,5-a]pyridin-2-yl)-2,3-dimethylbutanamide C1(CCC1)C=1C(=NN2C1C=CC=C2)NC([C@H](C(C)C)C)=O